2-[(2R,3R,6S)-3-[[(2,5-difluoroanilino)-oxomethyl]amino]-2-(hydroxymethyl)-3,6-dihydro-2H-pyran-6-yl]-N-[3-(4-morpholinyl)propyl]acetamide FC1=C(NC(=O)N[C@H]2[C@@H](O[C@H](C=C2)CC(=O)NCCCN2CCOCC2)CO)C=C(C=C1)F